tert-butyl (2-((4-methoxybenzyl)(2-oxo-2-(o-tolyl)ethyl)amino)ethyl)carbamate COC1=CC=C(CN(CCNC(OC(C)(C)C)=O)CC(C2=C(C=CC=C2)C)=O)C=C1